C(C)OC(=O)C1=NC=CC(=N1)COC1=CC=C(C=C1)C(C)(C)C1=CC=C(C=C1)OCCCNC(=O)OC(C)(C)C 4-((4-(2-(4-(3-((tert-butoxycarbonyl)amino)propoxy)phenyl)propan-2-yl)phenoxy)methyl)pyrimidine-2-Carboxylic acid ethyl ester